4-(5-(2,6-dimethylphenoxy)-3-(2-hydroxypropan-2-yl)-1H-pyrazol-1-yl)-6-methyl-l-1-((2-(trimethylsilyl)ethoxy)methyl)-1,6-dihydro-7H-pyrrolo[2,3-c]pyridin-7-one CC1=C(OC2=CC(=NN2C=2C3=C(C(N(C2)C)=O)N(C=C3)COCC[Si](C)(C)C)C(C)(C)O)C(=CC=C1)C